CN1CCN(CC1)C1CCN(CC1)CCCCCCCCSC=1C=C2CN(C(C2=CC1)=O)C1C(NC(CC1)=O)=O 3-(5-((8-(4-(4-methylpiperazin-1-yl)piperidin-1-yl)octyl)thio)-1-oxoisoindolin-2-yl)piperidine-2,6-dione